ClC1=C(C=C(C(=C1)F)OC)C1=CC=2NC(N(C(C2S1)=O)C=1C2=C(C=NC1)N=C(N2C)C(F)(F)F)=O 6-(2-chloro-4-fluoro-5-methoxyphenyl)-3-(1-methyl-2-(trifluoromethyl)-1H-imidazo[4,5-c]pyridin-7-yl)-2,4-dioxo-3,4-dihydrothieno[3,2-d]pyrimidin